3-(2-chloro-4-fluorophenoxy)-N-(3-(methylsulfonyl)phenyl)-6-(trifluoromethyl)pyridazine-4-carboxamide ClC1=C(OC=2N=NC(=CC2C(=O)NC2=CC(=CC=C2)S(=O)(=O)C)C(F)(F)F)C=CC(=C1)F